C(C)OC(=O)[C@@H]1[C@H](C1)C1=NC=CC(=C1F)C |r| rac-(1S,2S)-2-(3-fluoro-4-methylpyridin-2-yl)cyclopropane-1-carboxylic acid ethyl ester